chloro-N-(6-(2-methyl-2-azaspiro[3.3]heptane-6-carbonyl)pyridin-2-yl)benzamide ClC1=C(C(=O)NC2=NC(=CC=C2)C(=O)C2CC3(CN(C3)C)C2)C=CC=C1